NC=1N=NC(=CC1NCCC1=CC=C(C=O)C=C1)C1=C(C=CC=C1)O 4-(2-[[3-amino-6-(2-hydroxyphenyl)pyridazin-4-yl]amino]ethyl)benzaldehyde